Lead-dioxide [Pb](=O)=O